N1=CC=CC=2CN(CCC12)[C@H]1[C@@H](CCC1)OC=1C=C2CN(C(C2=CC1)=O)C1C(NC(CC1)=O)=O 3-(5-(((1R,2R)-2-(7,8-dihydro-1,6-naphthyridin-6(5H)-yl)cyclopentyl)oxy)-1-oxoisoindolin-2-yl)piperidine-2,6-dione